4-(3-(4-chloro-3-cyclopropyl-1H-pyrrolo[2,3-b]pyridin-5-yl)phenyl)-2,4-dihydro-3H-1,2,4-triazol-3-one ClC1=C2C(=NC=C1C=1C=C(C=CC1)N1C(NN=C1)=O)NC=C2C2CC2